3-O-[6-O-(E)-cinnamoyl-β-D-glucopyranosyl]cyanidin tert-Butyl-((1s,3s)-3-(4-((3-(2,3-difluoro-4-methoxyphenyl)imidazo[1,2-a]pyrazin-8-yl)amino)-2-methylbenzamido)cyclobutyl)carbamate C(C)(C)(C)N(C([O-])=O)C1CC(C1)NC(C1=C(C=C(C=C1)NC=1C=2N(C=CN1)C(=CN2)C2=C(C(=C(C=C2)OC)F)F)C)=O.C(\C=C\C2=CC=CC=C2)(=O)OC[C@@H]2[C@H]([C@@H]([C@H]([C@@H](O2)OC=2C(=[O+]C=1C=C(C=C(C1C2)O)O)C2=CC(O)=C(O)C=C2)O)O)O